FC(OCCN1N=CC(=C1C)C1=C(C(=C(C=C1)B1OC(C(O1)(C)C)(C)C)C)F)F 1-[2-(difluoromethoxy)ethyl]-4-[2-fluoro-3-methyl-4-(4,4,5,5-tetramethyl-1,3,2-dioxaborolan-2-yl)phenyl]-5-methyl-pyrazole